tert-butyl N-[3-[4-[[2-[(3R,4R)-3-fluoro-4-(2-trimethylsilyl ethoxycarbonylamino)pyrrolidin-1-yl]-9-methyl-purin-6-yl]amino]-3-methoxy-pyrazol-1-yl]propoxy]-N-methyl-carbamate F[C@@H]1CN(C[C@H]1NC(=O)OCC[Si](C)(C)C)C1=NC(=C2N=CN(C2=N1)C)NC=1C(=NN(C1)CCCON(C(OC(C)(C)C)=O)C)OC